C1(=CC=CC=C1)C=1NC=2C(=NC=CC2)N1 2-phenyl-1H-imidazo[4,5-b]pyridine